(2-OXO-1,3-OXAZOLIDIN-3-YL)ACETIC ACID O=C1OCCN1CC(=O)O